(6-((5-(3-(2-(trifluoromethyl)phenyl)-1,2,4-oxadiazol-5-yl)pyrazin-2-yl)oxy)-1-methyl-1H-indol-2-yl)(4-(4-(2,2,2-trifluoroethoxy)benzyl)piperazin-1-yl)methanone FC(C1=C(C=CC=C1)C1=NOC(=N1)C=1N=CC(=NC1)OC1=CC=C2C=C(N(C2=C1)C)C(=O)N1CCN(CC1)CC1=CC=C(C=C1)OCC(F)(F)F)(F)F